2-(3-iodophenyl)naphthalene IC=1C=C(C=CC1)C1=CC2=CC=CC=C2C=C1